6-[ethyl-[(2-methylpropan-2-yl)oxycarbonyl]amino]-2-(2-fluorophenyl)-6,7-dihydro-5H-pyrazolo[5,1-b][1,3]oxazine-3-carboxylic acid C(C)N(C1CN2C(OC1)=C(C(=N2)C2=C(C=CC=C2)F)C(=O)O)C(=O)OC(C)(C)C